FCCOC=1C=C(C=CC1OC)C1=CC(=CC=C1)C1CB(OC1)O 4-(3'-(2-fluoroethoxy)-4'-methoxy-[1,1'-biphenyl]-3-yl)-1,2-oxaborolan-2-ol